N-[(3R)-7-[(3aS,6aS)-octahydropyrrolo[2,3-c]pyrrol-1-yl]-5-fluoro-3,4-dihydro-2H-1-benzopyran-3-yl]-3-amino-6-methylthieno[2,3-b]pyridine-2-carboxamide N1(CC[C@@H]2[C@H]1CNC2)C2=CC1=C(C[C@H](CO1)NC(=O)C1=C(C=3C(=NC(=CC3)C)S1)N)C(=C2)F